ClCC1=C(N=C(S1)NC=1C=C(C(=O)NCC(F)(F)F)C=CN1)C1=NC=CC=C1 2-((5-(chloromethyl)-4-(pyridin-2-yl)thiazol-2-yl)amino)-N-(2,2,2-trifluoroethyl)isonicotinamide